OC(C)S(=O)(=O)[O-] HydroxyethaneSulfonate